NC1=C(C=C(C=N1)C=1C=NC(=CC1)F)C(=O)N[C@H]1COC[C@@H]1OCC1=CC=C(C=C1)B1OC(C(O1)(C)C)(C)C 6-amino-6'-fluoro-N-[(3S,4R)-4-{[4-(4,4,5,5-tetramethyl-1,3,2-dioxaborolan-2-yl)phenyl]methoxy}oxolan-3-yl][3,3'-bipyridine]-5-carboxamide